BrCCCCCCNC(C(CCCCCCCC)CCCCCC)=O N-(6-bromohexyl)-2-hexyldecanoamide